5-mercapto-1,2,4-thiadiazole SC1=NC=NS1